6-(Difluoromethoxy)-8-methyl-2-(3-methyl-1-benzofuran-2-yl)quinoline FC(OC=1C=C2C=CC(=NC2=C(C1)C)C=1OC2=C(C1C)C=CC=C2)F